[Sn].[Ta] Tantalum tin